C(N)(=O)C=1N(N=C2N(CCNC21)C2CN(C2)C(=O)OC(C)(C)C)C2=CC=C(C=C2)OC2=C(C=C(C=C2)F)F tert-butyl 3-{3-carbamoyl-2-[4-(2,4-difluorophenoxy)phenyl]-2,4,5,6-tetrahydro-7H-pyrazolo[3,4-b]pyrazin-7-yl}azetidine-1-carboxylate